((1S,4S)-2,5-diazabicyclo[2.2.1]heptane-2-yl)-2-(2,4-dioxotetrahydropyrimidin-1(2H)-yl)isoindoline-1,3-dione [C@@H]12N(C[C@@H](NC1)C2)C2=C1C(N(C(C1=CC=C2)=O)N2C(NC(CC2)=O)=O)=O